ClC=1C(=CC=C2N=CC(=NC12)C=1C=NN(C1)C(CC(=O)OCC)(C)C)OC1=CC2=C(N=C(N2COCC[Si](C)(C)C)C)C=C1 ethyl 3-[4-[8-chloro-7-[2-methyl-3-(2-trimethylsilylethoxymethyl)benzimidazol-5-yl]oxy-quinoxalin-2-yl]pyrazol-1-yl]-3-methyl-butanoate